BrC1=CC(=C(C(=C1C#N)N1CCC(CC1)C1=NN=CN1C)I)Cl 6-bromo-4-chloro-3-iodo-2-[4-(4-methyl-1,2,4-triazol-3-yl)piperidin-1-yl]benzonitrile